isopropyl (S,Z)-3-(4-((tert-butylsulfinyl)imino)-4,7-dihydropyrano[3,4-c]pyrazol-1(5H)-yl)-2-chlorobenzoate C(C)(C)(C)[S@](=O)\N=C\1/COCC=2N(N=CC21)C=2C(=C(C(=O)OC(C)C)C=CC2)Cl